(Z)-4-(3-chlorophenyl-sulfonyl)-3-fluoro-but-2-en-1-amine hydrochloride Cl.ClC=1C=C(C=CC1)S(=O)(=O)C/C(=C/CN)/F